sodium 4,5-dicyano-2-trifluoromethyl-imidazole C(#N)C=1N=C(NC1C#N)C(F)(F)F.[Na]